Cl.Cl.FC1=CC(=CC2=CN(N=C12)C)C=1C=CC(=C(C1)O)C1=CN=C(N=N1)N1CC(NCC1)C(C)C 5-(7-fluoro-2-methyl-2H-indazol-5-yl)-2-{3-[3-(propan-2-yl)piperazin-1-yl]-1,2,4-triazin-6-yl}phenol dihydrochloride